[La].C(C)(C)NC(C)=NC(C)C.C(C)(C)NC(C)=NC(C)C.C(C)(C)NC(C)=NC(C)C tri(N,N'-diisopropyl-acetamidine) lanthanum